C1(CCCC1)OC(=O)NCCCC[C@H](N)C(=O)O Nε-Cyclopentyloxycarbonyl-L-lysine